BrC1=CC=2C3=C(C=NC2C=C1)NC(C31COC1)=O 8'-Bromospiro[oxetane-3,1'-pyrrolo[2,3-c]quinolin]-2'(3'H)-one